COC1=NC=NC(=C1N1C(=NN=C1C1=NC=CC=C1)NS(=O)(=O)[C@H]([C@@H](C1=NC=C(C=N1)C)OC)C)OC (1R,2S)-N-(4-(4,6-dimethoxy-5-pyrimidinyl)-5-(2-pyridinyl)-4H-1,2,4-triazol-3-yl)-1-methoxy-1-(5-methyl-2-pyrimidinyl)-2-propanesulfonamide